trans-4-((5-fluoro-4-(3-(2-oxopyrrolidin-1-yl)phenyl)pyrimidin-2-yl)amino)cyclohexane-1-carboxylic acid FC=1C(=NC(=NC1)N[C@@H]1CC[C@H](CC1)C(=O)O)C1=CC(=CC=C1)N1C(CCC1)=O